C(C(CCCCCCCC)O)O 1,2-decanediol